trimethyl-cyclohexenyl-butenone CC(=C(C(CC1=CCCCC1)=O)C)C